(1S,2S)-2-[5-(5-bromo-2,4-difluoro-benzyloxy)-pyridin-2-yl]Ethyl cyclopropanecarboxylate C1(CC1)C(=O)OCCC1=NC=C(C=C1)OCC1=C(C=C(C(=C1)Br)F)F